5-[[2-fluoro-3-[(1-methoxy-2-methylpropan-2-yl)sulfamoyl-amino]phenyl]methyl]benzamide FC1=C(C=CC=C1NS(NC(COC)(C)C)(=O)=O)CC=1C=CC=C(C(=O)N)C1